C(C)(=O)N[C@@H](C(=O)NCC1=CC=CC=C1)COC (2R)-2-(acetamido)-N-benzyl-3-methoxypropionamide